(S)-2-(dimethylamino)-N-(5-(1-(6-ethoxy-5-methoxypyridin-2-yl)-2-(methylsulfonyl)ethyl)-4,6-dioxo-5,6-dihydro-4H-thieno[3,4-c]pyrrol-1-yl)acetamide CN(CC(=O)NC=1SC=C2C1C(N(C2=O)[C@H](CS(=O)(=O)C)C2=NC(=C(C=C2)OC)OCC)=O)C